vanadium pyridinimine N1C(C=CC=C1)=N.[V]